C1(CC1)C=1OC2=C(C1)C(=CC=C2OC)C=2C=C1C=NNC1=CC2 5-(2-cyclopropyl-7-methoxybenzofuran-4-yl)-1H-indazole